2-(5-((R or S)-1-(((R)-((R)-7-fluoro-1,2,3,4-tetrahydropyrido[2,3-b]pyrazin-3-yl)(phenyl)methyl)amino)propan-2-yl)-2-methoxyphenyl)acetic acid FC1=CC2=C(N[C@H](CN2)[C@@H](C2=CC=CC=C2)NC[C@H](C)C=2C=CC(=C(C2)CC(=O)O)OC)N=C1 |o1:18|